ClCCC=1SC(=CC1)C1=CC=C(C=C1)OC 2-(2-Chloroethyl)-5-(4-methoxyphenyl)thiophene